N-(2-hydroxyethyl)-3-(4,4,5,5-tetramethyl-1,3,2-dioxaborolan-2-yl)benzenesulfonamide OCCNS(=O)(=O)C1=CC(=CC=C1)B1OC(C(O1)(C)C)(C)C